zinc bisneodecanoate C(CCCCCC(C)(C)C)(=O)[O-].C(CCCCCC(C)(C)C)(=O)[O-].[Zn+2]